C(C1=CC=CC=C1)OC1=NC(=CC=C1C1=NN(C2=C(C(=CC=C12)C=1CCN(CC1)C(=O)[C@H]1[C@H](CN(CC1)C(=O)OC(C)(C)C)C)F)C)OCC1=CC=CC=C1 tert-butyl (3R,4R)-4-[4-[3-(2,6-dibenzyloxy-3-pyridyl)-7-fluoro-1-methyl-indazol-6-yl]-3,6-dihydro-2H-pyridine-1-carbonyl]-3-methyl-piperidine-1-carboxylate